hydroxypropyl α-allyloxymethylacrylate C(C=C)OCC(C(=O)OCCCO)=C